pyrazino[2,3-c]pyridazine-5,8(6H)-dicarboxylate N1=NC=CC2=C1N(CCN2C(=O)[O-])C(=O)[O-]